(5R,8S)-N-(4-chloro-2-fluorophenyl)-1-fluoro-6,7,8,9-tetrahydro-5H-5,8-epiminocyclohepta[c]pyridine-10-carboxamide ClC1=CC(=C(C=C1)NC(=O)N1[C@@H]2CC[C@H]1CC=1C(=NC=CC12)F)F